tris(dimethylphenyl)phosphonium tetrakis(phenyl)borate C1(=CC=CC=C1)[B-](C1=CC=CC=C1)(C1=CC=CC=C1)C1=CC=CC=C1.CC=1C(=C(C=CC1)[PH+](C1=C(C(=CC=C1)C)C)C1=C(C(=CC=C1)C)C)C